(3R)-3-amino-7-[5-(1-methyl-1-methylsulfonyl-ethyl)-1,3,4-oxadiazol-2-yl]-1,1-dioxo-5-[(4-phenoxyphenyl)methyl]-2,3-dihydro-1λ6,5-benzothiazepine-4-One N[C@H]1CS(C2=C(N(C1=O)CC1=CC=C(C=C1)OC1=CC=CC=C1)C=C(C=C2)C=2OC(=NN2)C(C)(S(=O)(=O)C)C)(=O)=O